OC1CC2(C1)CCN(CC2)CC2=CC(=NC=C2)C=2C=C1CN(C(C1=CC2)=O)C2C(NC(CC2)=O)=O 3-(5-(4-((2-hydroxy-7-azaspiro[3.5]nonan-7-yl)methyl)pyridin-2-yl)-1-oxoisoindolin-2-yl)piperidine-2,6-dione